N-(3-(3'-chloro-6-methoxy-5-((((5-oxopyrrolidin-2-yl)methyl)amino)methyl)-[2,4'-bipyridin]-2'-yl)-2-methylphenyl)-5-(((2-hydroxyethyl)amino)methyl)-4-methoxypicolinamide ClC=1C(=NC=CC1C1=NC(=C(C=C1)CNCC1NC(CC1)=O)OC)C=1C(=C(C=CC1)NC(C1=NC=C(C(=C1)OC)CNCCO)=O)C